OC=1C=C(C=CC1O)C=CC(=O)O[C@@H]1C[C@@](C[C@H]([C@H]1O)O)(C(=O)O)O (1S,3R,4R,5R)-3-[[3-(3,4-dihydroxyphenyl)-1-oxo-2-propenyl]oxy]-1,4,5-trihydroxycyclohexanecarboxylic acid